CN(CC\C(=N/O)\C=1C=NN(C1)C1CCN(CC1)C(=O)OC(C)(C)C)C tert-butyl 4-[4-[(E)-C-[2-(dimethylamino)ethyl]-N-hydroxy-carbonimidoyl]pyrazol-1-yl]piperidine-1-carboxylate